NCCCC[C@@H](C(=O)OC(C)(C)C)NC(=O)N[C@@H](CCC(=O)OC(C)(C)C)C(=O)OC(C)(C)C di-tert-butyl (((S)-6-amino-1-(tert-butyloxy)-1-oxohexan-2-yl)carbamoyl)-L-glutamate